Tert-Butyl 2-[[[2-[4-(trifluoromethyl)anilino]benzoyl]amino]carbamoyl]pyrrolidine-1-carboxylate FC(C1=CC=C(NC2=C(C(=O)NNC(=O)C3N(CCC3)C(=O)OC(C)(C)C)C=CC=C2)C=C1)(F)F